5-bromo-3-(1-(2-(4-((1-(cyclopropylmethyl)-1H-pyrazol-4-yl)methyl)-1-methyl-1H-Pyrazol-3-yl)-5-fluorophenyl)cyclopropyloxy)pyridin-2-amine BrC=1C=C(C(=NC1)N)OC1(CC1)C1=C(C=CC(=C1)F)C1=NN(C=C1CC=1C=NN(C1)CC1CC1)C